1-(4-(3,4-dichlorophenyl)-5-(isopropylthio)thiazol-2-yl)-4-(imidazo[1,2-a]pyridin-6-yl)-3-methyl-1H-pyrazole-5-carboxylic acid ClC=1C=C(C=CC1Cl)C=1N=C(SC1SC(C)C)N1N=C(C(=C1C(=O)O)C=1C=CC=2N(C1)C=CN2)C